O1[C@@H](CC1)CN1C=NC2=C1C=CC=C2 [(2S)-oxetan-2-ylmethyl]-1H-benzimidazol